ClC1=NC(=C2N=CN(C2=N1)[C@H]1[C@@H]([C@@H](C(O1)=COCP(O)(O)=O)O)O)N1CCCC1 ({[(2R,3S,4R,5R)-5-[2-chloro-6-(pyrrolidin-1-yl)-9H-purin-9-yl]-3,4-dihydroxyoxolanyl-2-yl]methoxy}methyl)phosphonic acid